potassium [2,2'-methylenebis(4,6-di-t-butylphenyl)] phosphate P1(=O)(OC2=C(C=C(C=C2C(C)(C)C)C(C)(C)C)CC2=C(C(=CC(=C2)C(C)(C)C)C(C)(C)C)O1)[O-].[K+]